potassium tert-butyl N-[(difluoroboranyl)methyl]carbamate fluoride [F-].FB(F)CNC(OC(C)(C)C)=O.[K+]